(4-oxo-4H-quinolin-1-yl)-acetyl-(thiazol-2-ylmethylene)hydrazine O=C1C=CN(C2=CC=CC=C12)N(N=CC=1SC=CN1)C(C)=O